10-(azetidin-3-yl)-3,7-di(1H-indazol-5-yl)-10H-dipyrido[3,2-b:2',3'-e][1,4]oxazine N1CC(C1)N1C2=C(OC3=C1N=CC(=C3)C=3C=C1C=NNC1=CC3)C=C(C=N2)C=2C=C3C=NNC3=CC2